C(CCCCCCC)(=O)OCCCCCCCCCCCCCOC(CCCCCCCC(CCCCC)CCCCC)=O 13-(octanoyloxy)tridecyl-9-pentyltetradecanoate